2-(2-methyl-1-oxobutyl)-5-(4-methyl-1-oxopent-3-enyl)-4-prenylcyclopenta-1,3-diene-1,3,5-triol CC(C(=O)C1=C(C(C(=C1O)CC=C(C)C)(O)C(CC=C(C)C)=O)O)CC